4-(hydroxymethyl)-3-nitrobenzoic acid OCC1=C(C=C(C(=O)O)C=C1)[N+](=O)[O-]